tert-Butyl ((2,6-dimethoxy-4-(4-phenyl-5-(thiophen-2-yl)-1H-imidazol-2-yl)phenoxy)methyl) hydrogen phosphate P(=O)(OC(C)(C)C)(OCOC1=C(C=C(C=C1OC)C=1NC(=C(N1)C1=CC=CC=C1)C=1SC=CC1)OC)O